2-(4-(4-(4-(2,6-difluorobenzyl)-5-oxo-4,5-dihydro-1H-1,2,4-triazol-1-yl)phenoxy)pyridin-2-yl)-8-oxa-2-azaspiro[4.5]decan-3-one FC1=C(CN2C=NN(C2=O)C2=CC=C(OC3=CC(=NC=C3)N3CC4(CC3=O)CCOCC4)C=C2)C(=CC=C1)F